C(C)N1N(C2=NC(=NC=C2C1=O)NC1=CC=C(C#N)C=C1)C1=NC(=CC=C1)OC1CCN(CC1)C p-{2-ethyl-1-[6-(1-methyl-4-piperidyloxy)-2-pyridyl]-3-oxo-1,2-dihydro-3H-1,2,5,7-tetraazainden-6-ylamino}benzonitrile